(Z)-1-(((1r,4r)-4-aminocyclohexyl)methyl)-3-((3,5-dimethyl-1H-pyrrol-2-yl)methylene)-6-(3-(dimethylamino)prop-1-yn-1-yl)indol-2-one NC1CCC(CC1)CN1C(\C(\C2=CC=C(C=C12)C#CCN(C)C)=C/C=1NC(=CC1C)C)=O